7,8-dichloro-10-hydroxy-5-(2-hydroxyethyl)-3,4,5,6-tetrahydroazepino[4,5-b]indol-2(1H)-one ClC1=C(C=C(C=2C3=C(NC12)C(CNC(C3)=O)CCO)O)Cl